CC=1N=CN(C1)C=1C=C(N)C=CC1OC1=CC=CC=C1 3-(4-Methyl-1H-imidazol-1-yl)-4-phenoxyaniline